FC=1C=C(C=NC1)C=1C=C(C=CC1C(F)(F)F)NC(=O)N1C2CC(CC1(C2)C(=O)O)C 6-((3-(5-fluoropyridin-3-yl)-4-(trifluoromethyl)phenyl)carbamoyl)-3-methyl-6-azabicyclo[3.1.1]heptane-1-carboxylic acid